3-[5-methyl-6-(trifluoromethylsulfonyloxy)naphthalene-2-carbonyl]Piperidine-1-carboxylic acid tert-butyl ester C(C)(C)(C)OC(=O)N1CC(CCC1)C(=O)C1=CC2=CC=C(C(=C2C=C1)C)OS(=O)(=O)C(F)(F)F